N-((1H-indol-5-yl)methyl)-4-methylpyrimidine-5-carboxamide N1C=CC2=CC(=CC=C12)CNC(=O)C=1C(=NC=NC1)C